1-(2-chlorophenyl)-7-cyclopropyl-4-(pyridin-4-ylamino)quinazolin-2(1H)-one ClC1=C(C=CC=C1)N1C(N=C(C2=CC=C(C=C12)C1CC1)NC1=CC=NC=C1)=O